OCC1CC(C2(CN(C2)C(=O)OC(C)(C)C)C1)=O tert-butyl 7-(hydroxymethyl)-5-oxo-2-azaspiro[3.4]octane-2-carboxylate